C(C)OC(C[C@H](C1=CC(=C(C=C1)C)CO)C1=C(C2=C(N(N=N2)C)C=C1)C)=O (R)-3-(1,4-dimethyl-1H-benzo[d][1,2,3]triazol-5-yl)-3-(3-(hydroxy-methyl)-4-methylphenyl)propanoic acid ethyl ester